3-(4-nitrophenyl)-1-(7-methoxy-1,2,3,4-tetrahydroquinoxalin-1-yl)prop-2-en-1-one [N+](=O)([O-])C1=CC=C(C=C1)C=CC(=O)N1CCNC2=CC=C(C=C12)OC